3-Decylsulfinyl-1,1,1-trifluoropropan-2-one C(CCCCCCCCC)S(=O)CC(C(F)(F)F)=O